CC=1N(C=CC1)CC1=CC=C(C=C1)C 2-Methyl-1-(4-methylbenzyl)-1H-pyrrole